FC(C(C)N)(F)F 1,1,1-trifluoropropane-2-amine